phenyl-(4-fluorophenyl)phosphine C1(=CC=CC=C1)PC1=CC=C(C=C1)F